[La].[Sn].[Ag] silver-tin-lanthanum